C1(=CC=CC=C1)P(C1=CC=CC=C1)C1=CC=CC=C1 Triphenyl-phosphin